C(C)(C)(C)OC(=O)N[C@@H]1C[C@@H](CC12CCN(CC2)C(=O)OCC2=CC=CC=C2)C(F)(F)F benzyl (1R,3R)-1-{[(tert-butoxy)carbonyl]amino}-3-(trifluoromethyl)-8-azaspiro[4.5]decane-8-carboxylate